N2,N2-diethyl-1,2-ethanediamine C(C)N(CCN)CC